CS(=O)(=O)C=1C(=CC=C2C=CNC12)C(=O)[O-] 7-(methylsulfonyl)-1H-Indole-6-carboxylate